2-(4-(4-(aminomethyl)-1-oxo-1,2-dihydro-phthalazin-6-yl)-1-methyl-1H-pyrazol-5-yl)-4-chloro-3-fluoro-6-(oxetan-3-ylmethoxy)benzonitrile NCC1=NNC(C2=CC=C(C=C12)C=1C=NN(C1C1=C(C#N)C(=CC(=C1F)Cl)OCC1COC1)C)=O